4-mesitylbenzo[d]thiazol-2-amine C1(=C(C(=CC(=C1)C)C)C1=CC=CC2=C1N=C(S2)N)C